(2S,4R)-1-((S)-2-acetamidopropanoyl)-4-hydroxy-N-((6-phenylpyridin-3-yl)methyl)pyrrolidine-2-carboxamide C(C)(=O)N[C@H](C(=O)N1[C@@H](C[C@H](C1)O)C(=O)NCC=1C=NC(=CC1)C1=CC=CC=C1)C